methyl 5-((2-aminoethyl)carbamoyl)-2-(2-(3,5-difluorophenyl)butanamido)-4-methylthiophene-3-carboxylate NCCNC(=O)C1=C(C(=C(S1)NC(C(CC)C1=CC(=CC(=C1)F)F)=O)C(=O)OC)C